CC1C=2N(CCN1C)N=C(C2)CO (4,5-dimethyl-4,5,6,7-tetrahydropyrazolo[1,5-a]pyrazin-2-yl)methanol